FC1=CC=C(C(=C1[C@H]1N([C@@H](CC2=C1NC1=CC=CC=C21)C)C[C@H](C(=O)O)C)C)OCCN(C)CCCF (R)-3-((1R,3R)-1-(6-fluoro-3-(2-((3-fluoropropyl)(methyl)amino)ethoxy)-2-methylphenyl)-3-methyl-1,3,4,9-tetrahydro-2H-pyrido[3,4-b]indol-2-yl)-2-methylpropanoic acid